Cl.COC[C@H](C#C)N (S)-1-methoxybut-3-yn-2-amine hydrochloride